OC1=C(C=C(NC2=NC(=NC(=N2)SCCCCCCCC)SCCCCCCCC)C=C1C)C 6-(4-hydroxy-3,5-dimethylanilino)-2,4-bisoctylthio-1,3,5-triazine